C(C)(C)(C)C1=CC=C(C=C1)NC1=CC2=C(N(C(N2C)=O)C)C=C1 5-((4-(tert-butyl)phenyl)amino)-1,3-dimethyl-1,3-dihydro-2H-benzo[d]imidazol-2-one